FC(C1=C(C(=O)N2CCC(CC2)(CC#N)N2N=CC(=C2)C2=CC=CC=3N2N=C(N3)NC(=O)C3CC3)C=CC(=C1)C(F)(F)F)(F)F N-(5-(1-(1-(2,4-bis(trifluoromethyl)benzoyl)-4-(cyanomethyl)piperidin-4-yl)-1H-pyrazol-4-yl)-[1,2,4]triazolo[1,5-a]pyridin-2-yl)cyclopropylcarboxamide